methyl (S)-7-((4-phenoxybutanoyl)glycyl)-1,4-dioxa-7-azaspiro[4.4]nonane-8-carboxylate O(C1=CC=CC=C1)CCCC(=O)NCC(=O)N1CC2(OCCO2)C[C@H]1C(=O)OC